C(#N)CC1(CN(C1)C1CCN(CC1)C(=O)C1=C(C=C(C#N)C=C1)F)N1N=CC(=C1)C1=C2C(=NC=C1)NC=C2 4-[(4-{3-(cyanomethyl)-3-[4-(1H-pyrrolo[2,3-b]pyridin-4-yl)-1H-pyrazol-1-yl]azetidin-1-yl}piperidin-1-yl)carbonyl]-3-fluorobenzonitrile